FC=1C=CC(=NC1)[C@@H]1OC=2C=C(C=C(C2C[C@@H]1O)O)O (2S,3S)-2-(5-fluoropyridin-2-yl)chromane-3,5,7-triol